2-methyl-3,5-dimethoxypyridin-4-one CC1=NC=C(C(C1OC)=O)OC